7-chloro-4-(4-methylpiperazin-1-yl)quinazoline ClC1=CC=C2C(=NC=NC2=C1)N1CCN(CC1)C